NC1=NC=2C=CC(=CC2C2=C1[C@H](OC2)C)C(=O)N2[C@@H](CC[C@H](C2)C)C2=CC1=C(N=C(S1)C)C=C2 ((R)-4-amino-3-methyl-1,3-dihydrofuro[3,4-c]quinolin-8-yl)((2S,5R)-5-methyl-2-(2-methylbenzo[d]thiazol-6-yl)piperidin-1-yl)methanone